C1(=CC=CC=C1)CC(=O)Cl 2-phenylacetyl chloride